CC1=C(N=C2N1C=C(C=C2)OC2=NC(=CC=C2OCC(F)(F)F)C)C(=O)NC2(CCS(CC2)(=O)=O)C 3-methyl-N-(4-methyl-1,1-dioxo-thian-4-yl)-6-[[6-methyl-3-(2,2,2-trifluoroethoxy)-2-pyridyl]oxy]imidazo[1,2-a]pyridine-2-carboxamide